C(C)(C)(C)OC(=O)N1[C@H](CN([C@@H](C1)CC)C(=O)C1CC(C1)(F)F)C.C1(CC1)COC1=C(C=CC(=N1)C(=O)N[C@H](CO)C)N1CCCC1 (S)-6-(cyclopropylmethoxy)-N-(1-hydroxyprop-2-yl)-5-(pyrrolidin-1-yl)picolinamide tert-butyl-(2S,5R)-4-(3,3-difluorocyclobutane-1-carbonyl)-5-ethyl-2-methylpiperazine-1-carboxylate